(2r,5r)-rel-5-methyl-2-(1-methylethyl)-cyclohexanone C[C@@H]1CC[C@@H](C(C1)=O)C(C)C |o1:1,4|